C(C)OC(=O)C=1C=C2N(N1)[C@@H](C[C@@H]2F)C2=CC=CC=C2 (4S,6S)-4-fluoro-6-phenyl-5,6-dihydro-4H-pyrrolo[1,2-b]pyrazole-2-carboxylic acid ethyl ester